ClC1=CC=C(C=C1)C=1N=C2N(C=CC=N2)C1CN1CC2CCC(C1)N2C(=O)C2=C(N=C(O2)C)C (3-{[2-(4-chlorophenyl)imidazo[1,2-a]pyrimidin-3-yl]methyl}-3,8-diazabicyclo[3.2.1]oct-8-yl)(2,4-dimethyl-1,3-oxazol-5-yl)methanone